ClC=1C=NC(=C(C(=O)NC2CCC(CC2)CN2C(N(C=3C=NC=CC32)C3=CC(=C(C=C3)OC)F)=O)C1)C(F)F 5-chloro-2-(difluoromethyl)-N-((1r,4r)-4-((3-(3-fluoro-4-methoxyphenyl)-2-oxo-2,3-dihydro-1H-imidazo[4,5-c]pyridin-1-yl)methyl)cyclohexyl)nicotinamide